BrC1=C2C=CC(=NC2=CC(=C1)S(=O)(=O)Cl)NC(OCCCC)=O butyl N-(5-bromo-7-chlorosulfonyl-2-quinolyl)carbamate